N-(3-chloro-4-methylphenyl)-N-{4-[2-(2,6-dichlorophenyl)acetylamino]pyridin-2-yl}acetamide ClC=1C=C(C=CC1C)N(C(C)=O)C1=NC=CC(=C1)NC(CC1=C(C=CC=C1Cl)Cl)=O